tert-butyl (2S)-2-[benzyloxycarbonyl(methyl)amino]propanoate C(C1=CC=CC=C1)OC(=O)N([C@H](C(=O)OC(C)(C)C)C)C